BrC1=NC(=NN1COCC[Si](C)(C)C)C1=CC=CC=C1 5-bromo-3-phenyl-1-((2-(trimethylsilyl)-ethoxy)methyl)-1H-1,2,4-triazole